BrCC1=CC=C(C=2OCOC21)Cl 4-(bromomethyl)-7-chlorobenzo[d][1,3]dioxole